(S)-α-hydroxy-2-phenylacetamide O[C@H](C(=O)N)C1=CC=CC=C1